cis-tert-butyl ((1,2-dihydroxycyclopentyl)methyl)carbamate O[C@@]1([C@@H](CCC1)O)CNC(OC(C)(C)C)=O